rac-N-((6R,7R)-2-benzyl-7-hydroxy-1-isopropyl-2-azaspiro[3.4]octan-6-yl)-4-(trifluoromethoxy)benzene-sulfonamide C(C1=CC=CC=C1)N1C(C2(C1)C[C@H]([C@@H](C2)O)NS(=O)(=O)C2=CC=C(C=C2)OC(F)(F)F)C(C)C